C[Si](CCOC([C@@H](NC(=O)OC(C)(C)C)CSCC(=O)N([C@H](C(C)(C)C)C=1N(C=C(C1)C1=C(C=CC(=C1)F)F)CC1=CC=CC=C1)CCCN)=O)(C)C 2-(trimethylsilyl)ethyl-S-{2-[(3-aminopropyl){(1R)-1-[1-benzyl-4-(2,5-difluorophenyl)-1H-pyrrol-2-yl]-2,2-dimethylpropyl}amino]-2-oxoethyl}-N-(tert-butoxycarbonyl)-L-cysteinate